CC1=[N+](C(=CC=C1)C)[O-] 2,6-dimethylpyridine N-oxide